L-methionine-d N[C@@H](CCSC)C(=O)O[2H]